C(CC)(C(=O)N=C=O)(C(=O)N=C=O)C(=O)N=C=O propanetricarboxylic acid, isocyanate